Cl.COC=1C=CC=C2C(=NNC12)C1CCNCC1 7-methoxy-3-(piperidin-4-yl)-1H-indazole Hydrochloride salt